ClC=1N=C2C(=NC1NS(=O)(=O)CC1=CC(=CC=C1)F)N(C(=N2)C2=NC(=CC=C2)OCC)C2=C(C=CC=C2OC)OC N-(5-Chloro-1-(2,6-dimethoxyphenyl)-2-(6-ethoxypyridin-2-yl)-1H-imidazo[4,5-b]pyrazin-6-yl)-1-(3-fluorophenyl)methanesulfonamide